C1(CCCCC1)P(C1=C(C=CC=C1)C1=C(C=C(C=C1C(C)C)C(C)C)C(C)C)C1CCCCC1 dicyclohexyl-(2',4',6'-triisopropyl-biphenyl-2-yl)-phosphine